5-(2-ethoxypyridin-3-yl)-1-isopropyl-3-methyl-N-((1-methyl-1H-pyrazol-4-yl)methyl)-1H-pyrazolo[4,3-b]pyridin-7-amine C(C)OC1=NC=CC=C1C1=CC(=C2C(=N1)C(=NN2C(C)C)C)NCC=2C=NN(C2)C